C(C=C)(=O)N1CC[C@H](CCC1)OC=1C=2N(C=C(N1)C=1C=CC(N(C1)C)=O)N=CC2 (S)-5-(4-((1-acryloylazepan-4-yl)oxy)pyrazolo[1,5-a]pyrazin-6-yl)-1-methylpyridin-2(1H)-one